4-fluoro-1-methyl-5-(piperazin-1-yl)-1H-indazole FC1=C2C=NN(C2=CC=C1N1CCNCC1)C